The molecule is an organophosphate oxoanion obtained by deprotonation of the phosphate OH groups of D-psicose 6-phosphate; major species at pH 7.3. It derives from a D-psicose. It is a conjugate base of a D-psicose 6-phosphate. C([C@H]([C@H]([C@H](C(=O)CO)O)O)O)OP(=O)([O-])[O-]